C(C)OC(=O)C1=CC(=NN1)CCl.ClC1C=2N(C=CN1)N=C(C2)COC 4-chloro-2-(methoxymethyl)-4,5-dihydropyrazolo[1,5-a]pyrazine ethyl-3-(chloromethyl)-1H-pyrazole-5-carboxylate